sodium (1-ethylthiovinyl)methylphosphinate C(C)SC(=C)CP([O-])=O.[Na+]